NC1(CC1)C1=NC2=C(N1)C=CC=C2C(=O)N 2-(1-aminocyclopropyl)-1H-benzimidazole-4-carboxamide